CC1=CC=CC(=N1)C1=NC2=C(N1C=1C=CC=3N(N1)C(=CN3)C(=O)N)CCC2 6-(2-(6-methylpyridin-2-yl)-5,6-dihydro-cyclopenta[d]imidazol-1(4H)-yl)imidazo[1,2-b]pyridazine-3-carboxamide